N-(2-bromo-4-(perfluorobutan-2-yl)-6-iodophenyl)-2-fluoro-3-((hydroxy)(6-fluoropyridine-3-carbonyl)amino)benzamide BrC1=C(C(=CC(=C1)C(C(F)(F)F)(C(C(F)(F)F)(F)F)F)I)NC(C1=C(C(=CC=C1)N(C(=O)C=1C=NC(=CC1)F)O)F)=O